(2-(4-methylisoquinolin-1-yl)propan-2-yl)-2-(1-methylpiperidin-2-yl)acetamide (e)-3-(2-nitrovinyl)-1H-indol-4-yl-acetate [N+](=O)([O-])/C=C/C1=CNC2=CC=CC(=C12)CC(=O)O.CC1=CN=C(C2=CC=CC=C12)C(C)(C)C(C(=O)N)C1N(CCCC1)C